OC[C@H](C1=CC=CC=C1)NC1=NC(=NC=C1C=1OC=NN1)NC=1C=CC2=C(SC(C2=O)(C)C)C1 (S)-6-(4-(2-hydroxy-1-phenylethylamino)-5-(1,3,4-oxadiazol-2-yl)pyrimidin-2-ylamino)-2,2-dimethylbenzo[b]thiophen-3(2H)-one